[Na].C[SiH](C1=CC=C(C=C1)CC1=CC=C(C=C1)[SiH](C)C)C bis(4-(dimethylsilyl)phenyl)methane sodium